6-(2-amino-5-(4-(3-isopropylpiperidin-1-yl)phenyl)pyridin-3-yl)-3,4-dihydroisoquinolin-1(2H)-one NC1=NC=C(C=C1C=1C=C2CCNC(C2=CC1)=O)C1=CC=C(C=C1)N1CC(CCC1)C(C)C